tert-butyl 4-((4-(4-(3-cyclopropyl-2-fluorophenoxy)butyl)phenyl)carbamoyl)piperazine-1-carboxylate C1(CC1)C=1C(=C(OCCCCC2=CC=C(C=C2)NC(=O)N2CCN(CC2)C(=O)OC(C)(C)C)C=CC1)F